CC1([C@H](C1)C(=O)N1CC2(C1)CN(CC2C(=O)O)C(=O)C=2C=NN(C2)CC2=C(C=C(C=C2)F)C(F)(F)F)C 2-((S)-2,2-dimethylcyclopropane-1-carbonyl)-6-(1-(4-fluoro-2-(trifluoromethyl)benzyl)-1H-pyrazole-4-carbonyl)-2,6-diazaspiro[3.4]octane-8-carboxylic acid